CC1=C(C(=O)O)C=C(C(=N1)NC1=CC=C(C=C1)C#N)[N+](=O)[O-] methyl-6-((4-cyanophenyl)amino)-5-nitronicotinic acid